FC1S(=O)(=O)CCC1F 2,3-difluorosulfolane